5-(5-(2-Chloro-7-ethoxyquinolin-3-yl)-3-(4-nitrophenyl)-4,5-dihydro-1H-pyrazol-1-yl)-5-oxopentanoic acid ClC1=NC2=CC(=CC=C2C=C1C1CC(=NN1C(CCCC(=O)O)=O)C1=CC=C(C=C1)[N+](=O)[O-])OCC